CN[C@H]1CN(CC1)C1=CC(=NC(=C1)C=1C=NN(C1)C(F)(F)F)N (R)-4-(3-(methylamino)pyrrolidin-1-yl)-6-(1-(trifluoromethyl)-1H-pyrazol-4-yl)pyridin-2-amine